2-{(5R)-3-[2-(1-{[3,5-bis(difluoromethyl)-1H-pyrazol-1-yl] acetyl} piperidin-4-yl)-1,3-thiazol-4-yl]-4,5-dihydro-1,2-oxazol-5-yl}-3-chlorophenyl mesylate S(C)(=O)(=O)OC1=C(C(=CC=C1)Cl)[C@H]1CC(=NO1)C=1N=C(SC1)C1CCN(CC1)C(CN1N=C(C=C1C(F)F)C(F)F)=O